CNCCN1CCCC1 N-methyl-2-(pyrrolidin-1-yl)ethylamine